perhydrodimethanonaphthalenediol C12C(C3C(C4C(C(CCC14)O)O)C3)C2